COC=1C=C(C=C(C1)C=1C=NN(C1)C)[C@@H](C)NC(C1=C(C=CC(=C1)N1CCN(CC1)C)C)=O N-[(1R)-1-[3-Methoxy-5-(1-methylpyrazol-4-yl)phenyl]ethyl]-2-methyl-5-(4-methylpiperazin-1-yl)benzamide